4-methyl-3'-phenylspiro[benzo[e][1,4]diazepin-3,2'-oxirane] CN1C=C2C(=NCC13OC3C3=CC=CC=C3)C=CC=C2